ClC=1C=CC(=C(C1)C1=CC(=CN=N1)NC1=CC=NC2=CC(=CC=C12)N)F N4-[6-(5-chloro-2-fluorophenyl)pyridazin-4-yl]quinoline-4,7-diamine